5-(1-((4-chlorophenyl)sulfonyl)-1,2,5,6-tetrahydropyridin-4-yl)-3-hydroxy-pyridine ClC1=CC=C(C=C1)S(=O)(=O)N1CC=C(CC1)C=1C=C(C=NC1)O